4-([1,1'-biphenyl]-2-yl)-2-oxo-2H-pyran-6-carbaldehyde C1(=C(C=CC=C1)C1=CC(OC(=C1)C=O)=O)C1=CC=CC=C1